FC1=C(C(=CC=C1C1=CC(=NN1)C(=O)N1CCOCC1)O)N1CC(NS1(=O)=O)=O 5-(2-fluoro-6-hydroxy-3-(3-(morpholine-4-carbonyl)-1H-pyrazol-5-yl)phenyl)-1,2,5-thiadiazolidin-3-one 1,1-dioxide